1,1,4-trichloro-4-propyl-1,4-disilacyclohexane Cl[Si]1(CC[Si](CC1)(CCC)Cl)Cl